tert-butyl 4-(1,3-dioxoisoindol-2-yl)piperidine-1-carboxylate O=C1N(C(C2=CC=CC=C12)=O)C1CCN(CC1)C(=O)OC(C)(C)C